N[C@H](C(=O)NC(C)C)CC1=CC=C(C=C1)C1=CC(=CC=C1)O (S)-2-amino-3-(3'-hydroxy-[1,1'-biphenyl]-4-yl)-N-isopropylpropanamide